[(4Z)-4-[(6-chloro-7-fluoro-1H-indol-3-yl)methylene]-2,5-dioxoimidazolidin-1-yl](4-cyanophenyl)acetic acid ClC1=CC=C2C(=CNC2=C1F)\C=C\1/NC(N(C1=O)C(C(=O)O)C1=CC=C(C=C1)C#N)=O